4-methoxy-6-oxopyridazin COC=1C=NNC(C1)=O